2-methacryloxydodecylphosphate-glycerol OCC(O)CO.C(C(=C)C)(=O)OC(COP(=O)(O)O)CCCCCCCCCC